4-difluoromethyl-3,6,7,8-tetrahydro-1H-2,5-diaza-as-indacene-2-carboxylic acid tert-butyl ester C(C)(C)(C)OC(=O)N1CC2=C3CCCC3=NC(=C2C1)C(F)F